CN1C(=C(C(C(=C1C)C=1SC=CC1)=O)C(=O)N)C 1,2,6-trimethyl-4-oxo-5-thiophen-2-ylpyridine-3-carboxamide